benzyl (2-{[4-(4-acetylphenyl)tetrahydro-2H-pyran-4-yl]amino}ethyl)carbamate C(C)(=O)C1=CC=C(C=C1)C1(CCOCC1)NCCNC(OCC1=CC=CC=C1)=O